N-methyl-N-(3-((2-((3-methyl-1-(1-methylpiperidin-4-yl)-1H-pyrazol-4-yl)amino)-5-(trifluoromethyl)pyridin-4-yl)amino)propyl)cyclobutanecarboxamide CN(C(=O)C1CCC1)CCCNC1=CC(=NC=C1C(F)(F)F)NC=1C(=NN(C1)C1CCN(CC1)C)C